C(C1=CC=CC=C1)NC(C(C)C)C=1C=C(C=O)C=CC1 3-[1-(benzylamino)-2-methylpropyl]benzaldehyde